(S)-(5-(4-fluoro-6-(2-(hydroxymethyl)morpholino)-1H-benzo[d]imidazol-2-yl)-1H-pyrrol-3-yl)(2-(trifluoromethyl)phenyl)methanone FC1=CC(=CC=2NC(=NC21)C2=CC(=CN2)C(=O)C2=C(C=CC=C2)C(F)(F)F)N2C[C@H](OCC2)CO